4-(1-(4-(perfluoroethoxy)phenyl)-1H-1,2,4-triazol-3-yl)benzaldehyde FC(C(F)(F)F)(OC1=CC=C(C=C1)N1N=C(N=C1)C1=CC=C(C=O)C=C1)F